N-(4-(2,4-dimethyloxazol-5-yl)-2-methoxyphenyl)-8-(4-methoxy-4-methylpiperidin-1-yl)-6-methylpyrido[3,4-d]pyrimidin-2-amine CC=1OC(=C(N1)C)C1=CC(=C(C=C1)NC=1N=CC2=C(N1)C(=NC(=C2)C)N2CCC(CC2)(C)OC)OC